(2R,4S)-1-(cyclopropanecarbonyl)-4-((2,6-difluorobenzyl)oxy)pyrrolidin C1(CC1)C(=O)N1CC[C@@H](C1)OCC1=C(C=CC=C1F)F